SC1=NC(=NC(=N1)S)C=CCS 2,4-dimercapto-6-mercaptopropenyl-1,3,5-triazine